2'-(((1s,4s)-4-((tert-Butyldimethylsilyl)oxy)cyclohexyl)amino)-[2,4'-bipyrimidin]-4-ol [Si](C)(C)(C(C)(C)C)OC1CCC(CC1)NC1=NC=CC(=N1)C1=NC=CC(=N1)O